ClC1=CC(=C(C=C1OC)B1OC(C(O1)(C)C)(C)C)C 2-(4-chloro-5-methoxy-2-methylphenyl)-4,4,5,5-tetramethyl-1,3,2-dioxa-borolane